7-((5-chloro-2-((4-((dimethylamino)methyl)-2-methoxyphenyl)amino)pyrimidin-4-yl)amino)-4-fluoroisoindolin-1-one ClC=1C(=NC(=NC1)NC1=C(C=C(C=C1)CN(C)C)OC)NC=1C=CC(=C2CNC(C12)=O)F